[Si+4].[O-2].[Fe+3] Ferric oxide silicon